C(=O)(O)C=1C=C(C=C(C1)C(=O)O)C1=CC=CC=C1 3,5-dicarboxyl-1,1'-biphenyl